tert-butyl 6-((3-bromo-1-methyl-1H-pyrazol-5-yl)sulfonyl)-2,6-diazaspiro[3.3]heptane-2-carboxylate BrC1=NN(C(=C1)S(=O)(=O)N1CC2(CN(C2)C(=O)OC(C)(C)C)C1)C